uranyl water O.[U+2](=O)=O